C(#N)[C@H]1N(CSC1)C(CNC(=O)C1=CC=NC2=CC=C(C=C12)N1CC(CC1)(F)F)=O (R)-N-(2-(4-Cyanothiazolidin-3-yl)-2-oxoethyl)-6-(3,3-difluoropyrrolidin-1-yl)-quinoline-4-carboxamide